1-phenyl-4,4-dimethyl-1,3-pentanedione C1(=CC=CC=C1)C(CC(C(C)(C)C)=O)=O